tert-butyl ((2R,4S,5R)-5-((R)-N-ethyl-S-methylsulfonimidoyl)-2-((S)-1-(4-fluorophenyl)-1,2,3,4-tetrahydroisoquinoline-2-carbonyl)tetrahydro-2H-pyran-4-yl)carbamate C(C)N=[S@@](=O)(C)[C@@H]1[C@H](C[C@@H](OC1)C(=O)N1[C@H](C2=CC=CC=C2CC1)C1=CC=C(C=C1)F)NC(OC(C)(C)C)=O